3,3'-((4-methoxy-2-methylphenyl)azanediyl)dipropionic acid COC1=CC(=C(C=C1)N(CCC(=O)O)CCC(=O)O)C